FC([C@H](C)N1N=NC2=C1C=C(C=C2)C=2C(=CN1N=C(N=C(C12)OC)NC1CCC(CC1)(O)C)F)F (1R,4s)-4-((5-(1-((S)-1,1-difluoropropan-2-yl)-1H-benzo[d][1,2,3]triazol-6-yl)-6-fluoro-4-methoxypyrrolo[2,1-f][1,2,4]triazin-2-yl)amino)-1-methylcyclohexan-1-ol